BrC1=C2C(=NC=C1)C=C(S2)Cl 7-bromo-2-chlorothieno[3,2-b]pyridine